CC(=C)C(=O)OC1=CC=CC2=CC=CC=C21 Naphthyl methacrylate